(1-(4-(aminomethyl)-6-((4,4-difluorocyclohexyl)amino)pyridin-2-yl)-4-methyl-1H-pyrazol-3-yl)methanol NCC1=CC(=NC(=C1)NC1CCC(CC1)(F)F)N1N=C(C(=C1)C)CO